N12C(=CCCC2CC1)C(=O)[O-] 1-aza-bicyclo[4.2.0]oct-2-ene-2-carboxylate